ClC1=CC=C(C=C1)C1N(C1)S(=O)(=O)C1=CC=C(C=C1)[N+](=O)[O-] 2-(4-chlorophenyl)-1-p-nitrobenzenesulfonylaziridine